sodium methylene bis-naphthalenesulphonate C1(=CC=CC2=CC=CC=C12)S(=O)(=O)OCOS(=O)(=O)C1=CC=CC2=CC=CC=C12.[Na]